O=N[C@@H](CC1=CC=C(C=C1)O)C(=O)O oxo-tyrosinic acid